3-chloro-5-((2E,6E)-7-((S)-5,5-dimethyl-4-oxotetrahydrofuran-2-yl)-3-methylocta-2,6-dien-1-yl)-4,6-dihydroxy-2-methylbenzaldehyde ClC=1C(=C(C=O)C(=C(C1O)C\C=C(\CC\C=C(/C)\[C@H]1OC(C(C1)=O)(C)C)/C)O)C